N-2-pyridyltriflimide N1=C(C=CC=C1)N(S(=O)(=O)C(F)(F)F)S(=O)(=O)C(F)(F)F